bisphenol bisphosphite P(O)(O)O.P(O)(O)O.C1(=CC=CC=C1)O.C1(=CC=CC=C1)O